methyl (2R,5'S)-3-oxo-4,5-dihydro-3H-spiro[benzo[f][1,4]oxazepine-2,3'-pyrrolidine]-5'-carboxylate O=C1NCC2=C(O[C@]13CN[C@@H](C3)C(=O)OC)C=CC=C2